C(C)N(C(=O)C1=C(OC=2C(=NC=NC2)N2CCC(CC2)(O)CNC([O-])=O)C=CC(=C1)F)C(C)C ((1-(5-(2-(ethyl(isopropyl)carbamoyl)-4-fluorophenoxy)pyrimidin-4-yl)-4-Hydroxypiperidin-4-yl)methyl)carbamate